C1(CCC1)S(=O)(=O)NC1=CC(=C(C2=CC=CC=C12)OC1=NC=CC=C1C1=NC(=NC=C1)N[C@@H]1CN(C[C@H](C1)F)C(=O)OC(C)(C)C)C tert-butyl (3S,5S)-3-((4-(2-((4-(cyclobutanesulfonamido)-2-methylnaphthalen-1-yl) oxy) pyridin-3-yl) pyrimidin-2-yl) amino)-5-fluoropiperidine-1-carboxylate